O1C(=NC=C1)NC(=O)C1=CC=C2C(N1)=C(C=N2)C2CCN(CC2)C N-[oxazol-2-yl]-3-(1-methylpiperidin-4-yl)pyrrolo[3,2-b]pyridine-5-carboxamide